C(C)(C)(C)OC(N(C1=CC(=CC=C1)[N+](=O)[O-])CC1=NC=C(C(=C1C)OC)C)=O ((4-methoxy-3,5-dimethylpyridin-2-yl)methyl)(3-nitrophenyl)carbamic acid tert-butyl ester